(1-(4-(6-fluoroquinolin-3-yl)pyrimidin-2-yl)piperidin-4-yl)methanamine FC=1C=C2C=C(C=NC2=CC1)C1=NC(=NC=C1)N1CCC(CC1)CN